dodecyl-methylcyclohexasiloxane C(CCCCCCCCCCC)[Si]1(O[SiH2]O[SiH2]O[SiH2]O[SiH2]O[SiH2]O1)C